8-(2,5-dichloropyrimidin-4-yl)-5-oxa-8-azaspiro[3.5]nonane ClC1=NC=C(C(=N1)N1CCOC2(CCC2)C1)Cl